2-(4-(4-bromophenoxy)phenyl)-7-(piperidin-4-yl)-1H-imidazo[1,2-b]pyrazole-3-carboxamide BrC1=CC=C(OC2=CC=C(C=C2)C=2NC=3N(N=CC3C3CCNCC3)C2C(=O)N)C=C1